(((((9H-fluoren-9-yl)methoxy)carbonyl)(4-aminobenzyl)amino)phenyl)piperidine-1-carboxylic acid C1=CC=CC=2C3=CC=CC=C3C(C12)COC(=O)N(CC1=CC=C(C=C1)N)C1=C(C=CC=C1)C1N(CCCC1)C(=O)O